F[C@H]1CN(CC[C@H]1NC1=CC=CC2=C(N(N=C12)C1=NOC(=N1)CNC(=O)C1CC1)C(=C(F)F)F)C N-((3-(7-(((3S,4R)-3-fluoro-1-methylpiperidin-4-yl)amino)-3-(1,2,2-trifluorovinyl)-2H-indazol-2-yl)-1,2,4-oxadiazol-5-yl)methyl)cyclopropanecarboxamide